4-((5R,7S)-2,2-difluoro-8-((5-methoxy-7-methyl-1H-indol-4-yl)methyl)-8-azaspiro[4.5]Decane-7-yl)benzoic acid FC1(C[C@@]2(CC1)C[C@H](N(CC2)CC2=C1C=CNC1=C(C=C2OC)C)C2=CC=C(C(=O)O)C=C2)F